C(C)N(CCN(CCCOC(OC(CCCC(=O)OCC(CCCCC)CCCCC)CCCCCC)=O)CCCOC(OC(CCCC(=O)OCC(CCCCC)CCCCC)CCCCCC)=O)CC bis(2-pentylheptyl) 12-(2-(diethylamino)ethyl)-5,19-dihexyl-7,17-dioxo-6,8,16,18-tetraoxa-12-azatricosandioate